C(C)(C)NC1CCC(CC1)N N-Isopropyl-1,4-Diaminocyclohexan